N2-[3-[(2R)-1-(4-methyl-4H-1,2,4-triazol-3-yl)propan-2-yl]phenyl]-N4-[(3R)-pyrrolidin-3-yl]pyridine-2,4-dicarboxamide CN1C(=NN=C1)C[C@@H](C)C=1C=C(C=CC1)NC(=O)C1=NC=CC(=C1)C(=O)N[C@H]1CNCC1